5-(tert-butyl) 7-methyl 8-oxo-5-azaspiro[2.5]octane-5,7-dicarboxylate O=C1C(CN(CC12CC2)C(=O)OC(C)(C)C)C(=O)OC